tert-butyl (cis)-4-(((S)-1-(benzyloxy)-3-methyl-1-oxobutan-2-yl)(methyl)carbamoyl)-3-(((tert-butyldimethylsilyl)oxy)methyl)piperidine-1-carboxylate C(C1=CC=CC=C1)OC([C@H](C(C)C)N(C(=O)[C@@H]1[C@@H](CN(CC1)C(=O)OC(C)(C)C)CO[Si](C)(C)C(C)(C)C)C)=O